C(C)OC(CCCC(C(=O)NC=1C=NC(=C(C1)C(F)(F)F)C#N)(C)O)=O (6R)-6-((6-cyano-5-(trifluoromethyl)pyridin-3-yl)amino)-5-hydroxy-5-methyl-6-oxohexanoic acid ethyl ester